1-[2-chloro-4-(1,1,1,2,3,3,3-heptafluoropropan-2-yl)-6-(trifluoromethoxy)phenyl]-1H-pyrazol-4-yl-N-(1-cyanocyclopropyl)benzamide ClC1=C(C(=CC(=C1)C(C(F)(F)F)(C(F)(F)F)F)OC(F)(F)F)N1N=CC(=C1)C1=C(C(=O)NC2(CC2)C#N)C=CC=C1